R-(-)-5-(2-aminopropyl)-2-methoxybenzenesulfonamide C[C@H](CC1=CC(=C(C=C1)OC)S(=O)(=O)N)N